1-{5-chloro-2-[(3S)-3-methylpiperazin-1-yl]pyrimidin-4-yl}-N-{imidazo[1,2-a]pyridin-3-ylmethyl}azetidine-3-carboxamide ClC=1C(=NC(=NC1)N1C[C@@H](NCC1)C)N1CC(C1)C(=O)NCC1=CN=C2N1C=CC=C2